C1(=CC=C(C=C1)C(=O)OC(C)C)C1=CC=CC=C1 isopropyl [1,1'-biphenyl]-4-carboxylate